7-(2-((5-(2,6-Diazaspiro[3.5]nonane-2-carbonyl)-1H-indazol-3-yl)ethynyl)phenyl)isoindolin-1-one C1N(CC12CNCCC2)C(=O)C=2C=C1C(=NNC1=CC2)C#CC2=C(C=CC=C2)C=2C=CC=C1CNC(C21)=O